2-((2R,3S)-3-(2-cyanophenyl)-3-(1,3-dimethyl-1H-pyrazol-4-yl)-1,1,1-trifluoropropan-2-yl)-5-hydroxy-N-(isoxazol-4-yl)-1-methyl-6-oxo-1,6-dihydropyrimidine-4-carboxamide C(#N)C1=C(C=CC=C1)[C@H]([C@@H](C(F)(F)F)C=1N(C(C(=C(N1)C(=O)NC=1C=NOC1)O)=O)C)C=1C(=NN(C1)C)C